O1CC(CC1)COC(COC1=NC=CC=C1OC1=C(C=C(C(=C1)N1C(N(C(=CC1=O)C(F)(F)F)C)=O)F)Cl)=O.FC(C1(N)CC(=CC=C1)C(F)(F)F)(F)F m-bis(trifluoromethyl)aniline tetrahydrofuran-3-ylmethyl-[(3-{2-chloro-4-fluoro-5-[3-methyl-2,6-dioxo-4-(trifluoromethyl)-3,6-dihydropyrimidin-1(2H)-yl]phenoxy}pyridin-2-yl)oxy]acetate